(R)-5-amino-N-((5-(1,4-dimethyl-1H-pyrazol-5-yl)pyridin-2-yl)methyl)-6-methyl-N-(5,6,7,8-tetrahydroquinolin-8-yl)-1H-pyrrolo[3,2-b]pyridine-2-carboxamide NC1=C(C=C2C(=N1)C=C(N2)C(=O)N([C@@H]2CCCC=1C=CC=NC21)CC2=NC=C(C=C2)C2=C(C=NN2C)C)C